CC=1C=CC(=NC1)C(CC1=CC=CC=C1)(C)C1=CC=CC(N1)=O 6-(2-(5-methylpyridin-2-yl)-1-phenylpropan-2-yl)pyridin-2(1H)-one